C(C#C)OC1=CC(=C(C(=C1)OC)OC)OC 3,4,5-trimethoxyphenyl propargyl ether